ClC=1C=C(C=C(C1)NS(=O)(=O)C)NC(=O)C1=CN(C(=C1)C1=NC=C(C=N1)N1CC2(C1)CC(C2)(F)F)C N-(3-chloro-5-(methylsulfonamido)phenyl)-5-(5-(6,6-difluoro-2-azaspiro[3.3]heptan-2-yl)pyrimidin-2-yl)-1-methyl-1H-pyrrole-3-carboxamide